C(C)(C)N1N=CC(=C1)C1=NC(=NC=C1C)NC=1C=C2CCN(CC2=CC1)C/C=C/C(=O)O (E)-4-(6-((4-(1-isopropyl-1H-pyrazol-4-yl)-5-methylpyrimidin-2-yl)amino)-1,2,3,4-tetrahydroisoquinolin-2-yl)crotonic acid